tert-butyl N-[2-[[4-(3-bromophenyl)thiazol-2-yl]amino]-2-oxo-ethyl]carbamate BrC=1C=C(C=CC1)C=1N=C(SC1)NC(CNC(OC(C)(C)C)=O)=O